N-[4-chloro-6-(morpholin-4-yl)pyridin-2-yl]-1-methylcyclopropane-1-sulfonamide ClC1=CC(=NC(=C1)N1CCOCC1)NS(=O)(=O)C1(CC1)C